18-(docosa-13-enoyloxy)-octadecanoic acid C(CCCCCCCCCCCC=CCCCCCCCC)(=O)OCCCCCCCCCCCCCCCCCC(=O)O